O=C1N(CCC(N1)=O)C=1C=CC(=NC1)CN1CCN(CC1)C1=CC=C(C=C1)N1N=C2C(=CC=CC2=C1)C(=O)N 2-(4-(4-((5-(2,4-dioxotetrahydropyrimidin-1(2H)-yl)pyridin-2-yl)methyl)piperazin-1-yl)phenyl)-2H-indazole-7-carboxamide